3-(3-Chloro-4-fluorophenyl)-1-(3-hydroxypropyl)-1-(5-oxo-6,7,8,9,10,11-hexahydro-5H-cyclohepta[c]isoquinolin-11-yl)urea ClC=1C=C(C=CC1F)NC(N(C1CCCCC=2NC(C3=CC=CC=C3C21)=O)CCCO)=O